ClC1=CC=C(CN2CC(CCC2)C2=CC=NC=3N2N=C(C3C3=CC=NC=C3)C)C=C1 7-(1-(4-Chlorobenzyl)piperidin-3-yl)-2-methyl-3-(pyridin-4-yl)pyrazolo[1,5-a]pyrimidine